tert-butyl 2-(1,3-dimethyl-1H-indazol-7-yl)-2-(3-((5-(6-methyl-5,6,7,8-tetrahydro-1,8-naphthyridin-2-yl)pentyl)oxy)azetidin-1-yl)acetate CN1N=C(C2=CC=CC(=C12)C(C(=O)OC(C)(C)C)N1CC(C1)OCCCCCC1=NC=2NCC(CC2C=C1)C)C